(5S,7S)-7-fluoro-2-methylsulfinyl-5-phenyl-6,7-dihydro-5H-pyrrolo[1,2-b][1,2,4]triazole F[C@H]1C[C@H](N2N=C(N=C21)S(=O)C)C2=CC=CC=C2